4-(TRIFLUOROMETHYL)-2-THIOPHENEBORONIC ACID FC(C=1C=C(SC1)B(O)O)(F)F